N1CCOCC2=C1C=CC=C2 1,2,3,5-tetrahydrobenzo[e][1,4]oxazepine